C(C)(C)(C)N1C[C@@H](N(CC1)C(=O)C1=NC=CC=C1)C tert-butyl-(3S)-3-methyl-4-(pyridine-2-carbonyl)piperazine